2-methoxyethyl 5-(((((1R,2S,5R)-2-carbamoyl-7-oxo-1,6-diazabicyclo[3.2.1]octan-6-yl)oxy)sulfonyl)oxy)-4,4-dimethylpentanoate C(N)(=O)[C@H]1N2C(N([C@H](CC1)C2)OS(=O)(=O)OCC(CCC(=O)OCCOC)(C)C)=O